(2S,5R)-N-(2-(3-methylisoquinolin-1-yl)propan-2-yl)-5-(hydroxymethyl)morpholine-2-carboxamide CC=1N=C(C2=CC=CC=C2C1)C(C)(C)NC(=O)[C@@H]1CN[C@@H](CO1)CO